1,2,3,6,7,8-hexamethoxyphenazine COC1=C(C(=CC2=NC3=C(C(=C(C=C3N=C12)OC)OC)OC)OC)OC